1-[3-chloro-5-(2-aminoethylamino)phenyl]-3-[5-fluoro-2-(2-hydroxyethyl)phenyl]urea ClC=1C=C(C=C(C1)NCCN)NC(=O)NC1=C(C=CC(=C1)F)CCO